C(#N)[C@H]1N(CSC1)C(CNC(=O)C1=CC=NC2=CC=C(C=C12)N1CC(C1)CCF)=O (R)-N-(2-(4-Cyanothiazolidin-3-yl)-2-oxoethyl)-6-(3-(2-fluoroethyl)-azaCyclobutan-1-yl)quinoline-4-carboxamide